C(C)(C)(C)C1=CC=C(OCCCC(=O)NC2=C(C(=O)NC3=C(C(=O)O)C=CC=C3)C=CC=C2)C=C1 2-(2-(4-(4-(T-butyl)phenoxy)butyrylamino)benzoylamino)benzoic acid